(2E,2'E)-2,2'-(1-(1-methyl-1H-imidazol-5-yl)propane-1,2-diylidene)bis(N-ethylhydrazine-1-carbothioamide) CN1C=NC=C1\C(\C(\C)=N\NC(NCC)=S)=N/NC(NCC)=S